(9S)-9-ethyl-5-fluoro-9-hydroxy-1-(hydroxymethyl)-4-methyl-1,2,3,9,12,15-hexahydro-10H,13H-benzo[de]pyrano[3',4':6,7]indolizino[1,2-b]quinoline-10,13-dione C(C)[C@]1(C(OCC=2C(N3CC=4C(=NC=5C=C(C(=C6C5C4C(CC6)CO)C)F)C3=CC21)=O)=O)O